ClC=1C(=NC=C(C1)F)N1N=CC(=C1C(F)(F)F)C(=O)NC=1C=NC(=C(C1)C#N)N1N=CC=N1 1-(3-chloro-5-fluoropyridin-2-yl)-N-(5-cyano-6-(2H-1,2,3-triazol-2-yl)pyridin-3-yl)-5-(trifluoromethyl)-1H-pyrazole-4-carboxamide